C1(CC1)C(C(=O)OCC)C(=O)OCC 1,3-diethyl 2-cyclopropylpropanedioate